CS(=O)(=O)C1=CC=C(OC2=C(N=NN2)C(=O)O)C=C1 5-(4-(methylsulfonyl)phenoxy)-1H-1,2,3-triazole-4-carboxylic acid